trans-methyl 3-(4-chloro-5-iodo-7H-pyrrolo[2,3-d]pyrimidin-7-yl)cyclobutanecarboxylate ClC=1C2=C(N=CN1)N(C=C2I)[C@@H]2C[C@H](C2)C(=O)OC